FC=1C(=NC=CC1)C1=CC=C(C=C1)F 3-fluoro-2-(4-fluorophenyl)pyridine